1-O-Dodecylglycerol C(CCCCCCCCCCC)OCC(O)CO